C(CCC)N1C=NC=C1 1-Butylimidazol